5-(o-tolyl)-bicyclo[2.2.1]Hept-2-ene C1(=C(C=CC=C1)C1C2C=CC(C1)C2)C